BrC1=CC=C2C(N(C(C2=C1)=O)[C@@H](C)C1=CC=C(C=C1)Cl)(O)C1=CC=C(C=C1)Cl 6-bromo-3-(4-chlorophenyl)-2-((S)-1-(4-chlorophenyl)ethyl)-3-hydroxyisoindolin-1-one